N-(6-methyl-1-(6-methyl-4,8-dioxo-1,3,6,2-dioxazaborocan-2-yl)hept-2-yn-1-yl)-4-nitrobenzenesulfonamide CC(CCC#CC(B1OC(CN(CC(O1)=O)C)=O)NS(=O)(=O)C1=CC=C(C=C1)[N+](=O)[O-])C